8-[(1S)-1-phenylethoxy]quinazoline C1(=CC=CC=C1)[C@H](C)OC=1C=CC=C2C=NC=NC12